3-(2-(((3-methoxyphenyl)thio)methyl)imidazo[1,2-a]pyridin-7-yl)-5-(trifluoromethyl)-1,2,4-oxadiazole COC=1C=C(C=CC1)SCC=1N=C2N(C=CC(=C2)C2=NOC(=N2)C(F)(F)F)C1